(R)-6-(3-(2,5-difluorophenyl)isoxazolidin-2-yl)-N-(2-methoxy-4-(4-(4-methylpiperazine-1-yl)piperidin-1-yl)phenyl)pyrimidin-4-amine FC1=C(C=C(C=C1)F)[C@@H]1N(OCC1)C1=CC(=NC=N1)NC1=C(C=C(C=C1)N1CCC(CC1)N1CCN(CC1)C)OC